BrC1=CC(=C(C[C@H]2N=C([C@@H](N=C2OC)C(C)C)OC)C(=C1)F)F (2R,5S)-2-(4-bromo-2,6-difluorobenzyl)-5-isopropyl-3,6-dimethoxy-2,5-dihydropyrazine